C1OC=CN2C1=CC=C2 pyrrolo[2,1-c][1,4]oxazine